6-chloro-N-(5-cyano-4-(6-methoxypyridin-3-yl)thiazol-2-yl)pyridine-3-carboxamide ClC1=CC=C(C=N1)C(=O)NC=1SC(=C(N1)C=1C=NC(=CC1)OC)C#N